2,2-dimethyldecanoat CC(C(=O)[O-])(CCCCCCCC)C